ClC1=C(C(=O)NN)C=CC(=C1O)O 2-chloro-3,4-dihydroxybenzoylhydrazine